2-ethyl-5-((3-fluorobenzyl)oxy)-N-(1-methylpiperidin-4-yl)benzofuran-3-carboxamide C(C)C=1OC2=C(C1C(=O)NC1CCN(CC1)C)C=C(C=C2)OCC2=CC(=CC=C2)F